F[P-](F)(F)(F)(F)F.C1(=CC=CC2=CC=CC=C12)N1C[NH+](C=C1)CCCCCCCC 1-(naphthalen-1-yl)-3-octyl-2H-imidazol-3-ium hexafluorophosphate